C(C)(=O)O.B(OC1=C(C=CC=C1)C=O)(O)O formylphenyl borate acetate